pyridine-2,6-diamine N1=C(C=CC=C1N)N